C(#N)CC(=O)N1CCC(CC1)N1N=CC(=C1C)C=1C=C(C=2N(C1)N=CC2)OC 6-[1-[1-(2-Cyanoacetyl)-4-piperidinyl]-5-methyl-pyrazol-4-yl]-4-methoxy-pyrazolo[1,5-a]pyridine